2-((2S)-1-((E)-4-methoxybut-2-enoyl)-4-(2-(((S)-1-methylpyrrolidin-2-yl)methoxy)-7-(naphthalen-1-yl)-7,8-dihydro-5H-pyrano[4,3-d]pyrimidin-4-yl)piperazin-2-yl)acetonitrile COC/C=C/C(=O)N1[C@H](CN(CC1)C=1C2=C(N=C(N1)OC[C@H]1N(CCC1)C)CC(OC2)C2=CC=CC1=CC=CC=C21)CC#N